2-(4-chloro-3-fluorophenoxy)-N-(3-(((2-chloroacetimidamido)-oxy)carbonyl)bicyclo[1.1.1]pentan-1-yl)acetamide ClC1=C(C=C(OCC(=O)NC23CC(C2)(C3)C(=O)ONC(CCl)=N)C=C1)F